2-TERT-BUTYL-7-METHYL-1H-INDOLE-3-CARBALDEHYDE C(C)(C)(C)C=1NC2=C(C=CC=C2C1C=O)C